(R)-N-((E)-((R)-3,3-difluorocyclohexyl)methylene)-2-methylpropane-2-sulfinamide FC1(C[C@@H](CCC1)\C=N\[S@](=O)C(C)(C)C)F